COC=1C=C2CCN(CC2=CC1NC1=NC=C(C(=N1)NC1=C(C=CC=C1)C1OCCC1)C(=O)N)C 2-((6-methoxy-2-methyl-1,2,3,4-tetrahydroisoquinolin-7-yl)amino)-4-((2-(tetrahydrofuran-2-yl)phenyl)amino)pyrimidine-5-carboxamide